FC1=C(CN2C3=C(SCC2=O)C=C(C=C3)NC(=O)NC3=CC=C2C=CNC2=C3)C(=CC(=C1)O)F 1-(4-(2,6-difluoro-4-hydroxybenzyl)-3-oxo-3,4-dihydro-2H-benzo[b][1,4]thiazin-7-yl)-3-(1H-indol-6-yl)urea